(3-methyl-2-oxo-1,3-benzoxazol-6-yl)-N-(4-phenylbutyl)-3,9-diazaspiro[5.5]undecane-3-carboxamide CN1C(OC2=C1C=CC(=C2)C2CN(CCC21CCNCC1)C(=O)NCCCCC1=CC=CC=C1)=O